Ethyl 2-(2,4-difluoro-phenyl)pyrazolo[1,5-a]pyrimidine-3-carboxylate FC1=C(C=CC(=C1)F)C1=NN2C(N=CC=C2)=C1C(=O)OCC